CN1N=NC(=C1NC(OCCCC(C)(C)C)=O)C1=NC(=C(C=C1)NS(=O)(=O)C)C 4,4-dimethylpentyl (1-methyl-4-(6-methyl-5-(methyl-sulfonamido)pyridin-2-yl)-1H-1,2,3-triazol-5-yl)carbamate